3,5-difluoromethyl-4-chlorophenylalanine FCC=1C=C(C[C@H](N)C(=O)O)C=C(C1Cl)CF